CC(C)(C)[S@@](=O)N[C@H](C1(CCCC1)C)C1=NN(C=C1)C (R)-2-methyl-N-((R)-(1-methyl-1H-pyrazol-3-yl)(1-methylcyclopentyl)methyl)propane-2-sulfinamide